N-(4-(4-methoxyphenyl)thiazol-2-yl)-3-(4-(4-Methylphenyl)piperazin-1-yl)propionamide COC1=CC=C(C=C1)C=1N=C(SC1)NC(CCN1CCN(CC1)C1=CC=C(C=C1)C)=O